NC1=CC=C(C(=C1P(C)(C)=O)Cl)SC1=NC=C(N=C1)N1CCC2(CC1)[C@@H](C1=CC=CC=C1C2)N (S)-(6-amino-3-((5-(1-amino-1,3-dihydrospiro[indene-2,4'-piperidin]-1'-yl)pyrazin-2-yl)thio)-2-chlorophenyl)dimethylphosphine oxide